1-Phenylsilyl-1-diphenylsilyl-ethylbenzene C1(=CC=CC=C1)[SiH2]C(C)([SiH](C1=CC=CC=C1)C1=CC=CC=C1)C1=CC=CC=C1